C(C1=CC=CC=C1)O[C@]1(C2=NN=C(C=3C(=CC(=C(C(CC(CC=CC1)(C)C)=O)N3)C(F)(F)F)NC(OC(C)(C)C)=O)O2)C(F)(F)F tert-butyl N-[(6R)-6-benzyloxy-11,11-dimethyl-13-oxo-6,15-bis(trifluoromethyl)-19-oxa-3,4,18-triazatricyclo[12.3.1.12,5]nonadeca-1(18),2,4,8,14,16-hexaen-17-yl]carbamate